C(C1=CC=C(C(=O)[O-])C=C1)(=O)OC(CCCCC)CCCCC n-pentyl-n-hexyl terephthalate